CC(C=CC=C(C(=O)O)C)CCCCCCCCCCCC 6-methyl-2-methyl-octadecadienoic acid